(tert-butyl) 2-methyl 4-bromo-1H-pyrrole-1,2-dicarboxylate BrC=1C=C(N(C1)C(=O)OC(C)(C)C)C(=O)OC